N-(4-bromo-2-(trifluoromethoxy)benzyl)piperidine-4-carboxamide hydrochloride Cl.BrC1=CC(=C(CNC(=O)C2CCNCC2)C=C1)OC(F)(F)F